1,2-Benzenedicarboxylic acid, didodecyl ester C=1(C(=CC=CC1)C(=O)OCCCCCCCCCCCC)C(=O)OCCCCCCCCCCCC